FC(C1(CNCC1)N1C=C2C=NNC(C2=CC1=O)=O)(F)F 6-[3-(trifluoromethyl)pyrrolidin-3-yl]pyrido[3,4-d]pyridazine-1,7-dione